trans-3-azidotetrahydro-2H-pyran-4-ol N(=[N+]=[N-])[C@@H]1COCC[C@H]1O